C[C@@H]1N(CC1)C=1N=C(C2=C(N1)CCC2)C2=C(C=CC=C2)CCC(=O)O (S)-3-(2-(2-(2-methylazetidin-1-yl)-6,7-dihydro-5H-cyclopenta[d]pyrimidin-4-yl)phenyl)propanoic acid